C(#N)C1=C(SC2=C1C(=NC=C2F)C=2C1=C(C=3C=NC(=NC3C2F)OCC2(CC2)CN2CCC(CC2)F)COC1)NC(OC(C)(C)C)=O tert-Butyl (3-cyano-7-fluoro-4-(5-fluoro-3-((1-((4-fluoropiperidin-1-yl)methyl)cyclopropyl)meth-oxy)-7,9-dihydrofuro[3,4-f]quinazolin-6-yl)thieno[3,2-c]pyridin-2-yl)carbamate